C(C)(C)(C)OC(N(C=1N=NC=C(C1)C=C)C(=O)OC(C)(C)C)=O.ClC=1C(=NC=CC1)C(=O)NCC#N 3-chloro-N-(cyanomethyl)picolinamide tert-butyl-N-(tert-butoxycarbonyl)-N-(5-ethenylpyridazin-3-yl)carbamate